4-((3-methoxyphenyl)amino)-7-fluoro-1H-indole-2-carboxylic acid ethyl ester C(C)OC(=O)C=1NC2=C(C=CC(=C2C1)NC1=CC(=CC=C1)OC)F